(S)-ethyl 8-(2-amino-6-((R)-2,2,2-trifluoro-1-(4-(3-fluoroquinolin-6-yl)phenyl)ethoxy)pyrimidin-4-yl)-2,8-diazaspiro[4.5]decane-3-carboxylate NC1=NC(=CC(=N1)N1CCC2(C[C@H](NC2)C(=O)OCC)CC1)O[C@@H](C(F)(F)F)C1=CC=C(C=C1)C=1C=C2C=C(C=NC2=CC1)F